(3S)-3-[8-[4-[4-[4-[3-amino-6-(2-hydroxyphenyl)pyridazin-4-yl]imidazol-1-yl]-1-piperidyl]cyclohexyl]-2,3-dihydro-1,4-benzoxazin-4-yl]piperidine-2,6-dione NC=1N=NC(=CC1C=1N=CN(C1)C1CCN(CC1)C1CCC(CC1)C1=CC=CC=2N(CCOC21)[C@@H]2C(NC(CC2)=O)=O)C2=C(C=CC=C2)O